FC=1C(=CC(=NC1)CC1=CC=C(C=C1)C)N 5-fluoro-2-[(4-methylphenyl)methyl]pyridine-4-amine